(R)-2-(1-(2-(1-hydroxyethyl)-6-p-toluenesulfonylimidazo[4,5-d]pyrrolo[2,3-b]pyridine-1(6H)-yl)piperidin-4-yl)acetonitrile O[C@H](C)C1=NC=2C(=C3C(=NC2)N(C=C3)S(=O)(=O)C3=CC=C(C)C=C3)N1N1CCC(CC1)CC#N